C(C)(C)(C)OC(=O)NCCN1N=C(C(=C1)C(=O)O)C1=CC=CC=C1 1-(2-((Tert-Butoxycarbonyl)amino)ethyl)-3-phenyl-1H-pyrazole-4-carboxylic acid